(4-{[7-(dimethylamino)-5-methyl-[1,2,4]triazolo[1,5-a]pyrimidin-6-yl]methyl}phenyl)(imino)methyl-λ6-sulfanone CN(C1=C(C(=NC=2N1N=CN2)C)CC2=CC=C(C=C2)[SH2](=O)C=N)C